tert-butyl 4-(3-cyclobutoxy-6-nitro-2-(trifluoromethyl)phenyl)-1-oxa-4,9-diazaspiro[5.5]undecane-9-carboxylate C1(CCC1)OC=1C(=C(C(=CC1)[N+](=O)[O-])N1CCOC2(C1)CCN(CC2)C(=O)OC(C)(C)C)C(F)(F)F